NC1=CC=C(C2=CC=CC=C12)OC=1N=CSC1C(C)=O 1-[4-[(4-Amino-1-naphthyl)oxy]thiazol-5-yl]ethanone